methylazetidine-3-carboxamide formate C(=O)O.CN1CC(C1)C(=O)N